2-(4,6-dimethoxypyrimidine-5-carboxamido)-4,4-diethyl-4H-chromeno[4,3-d]thiazole-7-carboxylic acid COC1=NC=NC(=C1C(=O)NC=1SC2=C(N1)C=1C=CC(=CC1OC2(CC)CC)C(=O)O)OC